bis(2,2,6,6-tetramethyl-4-piperidyl)succinate CC1(NC(CC(C1)OC(CCC(=O)OC1CC(NC(C1)(C)C)(C)C)=O)(C)C)C